4-(6-fluoro-1-(tetrahydro-2H-pyran-2-yl)-3-vinyl-1H-indazol-5-yl)-1,3-dimethyl-1H-pyrazol-5-ol FC1=C(C=C2C(=NN(C2=C1)C1OCCCC1)C=C)C=1C(=NN(C1O)C)C